2-methyl-4(s)-nitroimidazole CC=1NC=C(N1)[N+](=O)[O-]